N-(4-((2-(cyclopropanecarboxamido)pyridin-4-yl)oxy)-2,5-difluorophenyl)-1H-indene-3-carboxamide C1(CC1)C(=O)NC1=NC=CC(=C1)OC1=CC(=C(C=C1F)NC(=O)C1=CCC2=CC=CC=C12)F